N-cyclopropyl-2-(difluoromethoxy)-6-methoxy-4-(6-methoxy-7-tetrahydropyran-4-yl-imidazo[1,2-a]pyridin-3-yl)benzamide C1(CC1)NC(C1=C(C=C(C=C1OC)C1=CN=C2N1C=C(C(=C2)C2CCOCC2)OC)OC(F)F)=O